C(C1=CC=CC=C1)NC1=NC(=NC=2[C@H](CCCC12)OC(C)C)N1C(=CC=2C(=CC=CC12)C(=O)N)C 1-[(8S)-4-(benzylamino)-8-isopropoxy-5,6,7,8-tetrahydroquinazolin-2-yl]-2-methyl-indole-4-carboxamide